N[C@@H](C(=O)N[C@H](CNC(=O)[C@]1([C@@H](CC[C@H](C1)C)C(C)C)O)C1=CC=CC=C1)C (1S,2S,5R)-N-((S)-2-((R)-2-aminopropanamido)-2-phenylethyl)-1-hydroxy-2-isopropyl-5-methylcyclohexane-1-carboxamide